ClC1=C(C=C(OCC(=O)NC23CC(C2)(C3)NC(=O)C3=CC2=C(N=CO2)C=C3)C=C1)F N-{3-[2-(4-chloro-3-fluorophenoxy)acetamido]bicyclo[1.1.1]pentan-1-yl}-1,3-benzoxazole-6-carboxamide